OC1=CC=CC=2NN=NC21 hydroxybenzotriazol